ClC=1C=NC=C(C1SC1=NN=C(S1)C(=O)N(CCOCCOC)C=1C=CC2=C(S(C=C2)(=O)=O)C1)Cl 5-((3,5-dichloropyridin-4-yl)thio)-N-(1,1-dioxidobenzo[b]thiophen-6-yl)-N-(2-(2-methoxyethoxy)ethyl)-1,3,4-thiadiazole-2-carboxamide